Cl.CNC1CCN(CC1)C(CNC(=O)C1=CC2=C(N(C(=N2)NC=2SC3=C(N2)C=CC(=C3)Cl)C)C=C1)=O 6-Chloro-benzothiazol-2-ylamino-1-methyl-1H-benzoimidazole-5-carboxylic acid [2-(4-methylamino-piperidin-1-yl)-2-oxo-ethyl]-amide hydrochloride